Sodium Citronellate C(CC(C)CCC=C(C)C)(=O)[O-].[Na+]